C(C=C)[Si](O[Si](CC=C)(O[Si](C)(C)C)O[Si](C)(C)C)(O[Si](C)(C)C)O[Si](C)(C)C 1,3-diallyl-tetra(trimethylsiloxy)disiloxane